3-{[2-(4-chlorophenyl)imidazo[1,2-a]pyrimidin-3-yl]methyl}-3,8-diazabicyclo[3.2.1]octane-8-carboxylic acid cyclohexyl ester C1(CCCCC1)OC(=O)N1C2CN(CC1CC2)CC2=C(N=C1N2C=CC=N1)C1=CC=C(C=C1)Cl